1-(6-(4-(2-(4-(6-(4-chloro-3-cyclopropyl-1H-pyrrolo[2,3-b]pyridin-5-yl)pyridin-2-yl)-3-oxopiperazin-1-yl)ethoxy)piperidin-1-yl)naphthalen-1-yl)dihydropyrimidine-2,4(1H,3H)-dione ClC1=C2C(=NC=C1C1=CC=CC(=N1)N1C(CN(CC1)CCOC1CCN(CC1)C=1C=C3C=CC=C(C3=CC1)N1C(NC(CC1)=O)=O)=O)NC=C2C2CC2